4-Amino-5-hydroxy-3,6-bis[[4-[[2-(sodiosulfooxy)ethyl]sulfonyl]phenyl]azo]-2,7-naphthalenedisulfonic acid disodium salt [Na+].[Na+].NC1=C(C(=CC2=CC(=C(C(=C12)O)N=NC1=CC=C(C=C1)S(=O)(=O)CCOS(=O)(=O)O[Na])S(=O)(=O)[O-])S(=O)(=O)[O-])N=NC1=CC=C(C=C1)S(=O)(=O)CCOS(=O)(=O)O[Na]